CN(C1=CC2=C([C@@H](CCO2)CNC=2C=NC=CC2C(=O)O)C=C1)C1=CC=C(C=C1)OC(C)C 3-({[(4R)-7-{methyl-[4-(propan-2-yloxy)phenyl]amino}-3,4-dihydro-2H-1-benzopyran-4-yl]methyl}amino)pyridine-4-carboxylic acid